(1R,3aS,3bR,5aR,7S,9aS,9bS,11aR)-4,4-difluoro-1-[(2R)-6-hydroxy-6-methylheptan-2-yl]-9a,11a-dimethylhexadecahydro-1H-cyclopenta[1,2-i]phenanthren-7-yl acetate C(C)(=O)O[C@@H]1C[C@@H]2CC([C@H]3[C@H]4[C@](CC[C@@H]3[C@]2(CC1)C)([C@H](CC4)[C@H](C)CCCC(C)(C)O)C)(F)F